chloro-4-nitro-5-methylpyridine ClC1=NC=C(C(=C1)[N+](=O)[O-])C